2-(2-oxiranylmethoxy)-1-naphthonitrile oxide O1C(C1)COC1=C(C2=CC=CC=C2C=C1)C#[N+][O-]